N-[(2S)-1-({(1S)-1-cyano-2-[(3S)-2-oxopyrrolidin-3-yl]ethyl}amino)-4,4-dimethyl-1-oxopentan-2-yl]-7-methoxy-1H-indole-2-carboxamide C(#N)[C@H](C[C@H]1C(NCC1)=O)NC([C@H](CC(C)(C)C)NC(=O)C=1NC2=C(C=CC=C2C1)OC)=O